4'-(7-aza-benzoxazol-2-yl)-biphenyl-4-yl-(4-naphthalene-1-yl-phenyl)-(4-naphthalene-2-yl-phenyl)-amine O1C(=NC2=C1N=CC=C2)C2=CC=C(C=C2)C2=CC=C(C=C2)N(C2=CC=C(C=C2)C2=CC1=CC=CC=C1C=C2)C2=CC=C(C=C2)C2=CC=CC1=CC=CC=C21